2-chloro-4-(5-(4-chlorophenyl)-4-methyl-1H-imidazol-2-yl)-N-(3-fluorobenzyl)aniline ClC1=C(NCC2=CC(=CC=C2)F)C=CC(=C1)C=1NC(=C(N1)C)C1=CC=C(C=C1)Cl